hydroxypyrene-1,3,6-trisulfonic acid C1=CC2=C3C(=C(C(=C2S(=O)(=O)O)O)S(=O)(=O)O)C=CC4=C(C=CC1=C43)S(=O)(=O)O